tert-butyl (S)-2-(((4-bromo-3-cyanopyrazolo[1,5-a]pyridin-6-yl)oxy)methyl)morpholine-4-carboxylate BrC=1C=2N(C=C(C1)OC[C@@H]1CN(CCO1)C(=O)OC(C)(C)C)N=CC2C#N